C(C)(C)C=1C2=CC=CC=C2C(=C2C=CC=CC12)C(C)C 9,10-diisopropylanthracene